4-[3-[2,6-dichloro-4-(2-methylpyrazolo[4,3-c]pyridin-7-yl)benzoyl]-2,4-dihydro-1,3-benzoxazin-8-yl]-5-fluoro-2-(3-oxa-8-azabicyclo[3.2.1]octan-8-yl)benzoic acid ClC1=C(C(=O)N2COC3=C(C2)C=CC=C3C3=CC(=C(C(=O)O)C=C3F)N3C2COCC3CC2)C(=CC(=C1)C=1C=2C(C=NC1)=CN(N2)C)Cl